FC(S(=O)(=O)O)(F)F.C(CCC)N1CC=CC=C1 N-butylpyridine trifluoromethanesulfonate salt